[Si](C)(C)(C(C)(C)C)O[C@@H](C(=O)N=[S@@](=O)(C)C=1C=C(C=CC1)NC(C1=C(C(=CC=C1OC=1C(=NC(=CC1)F)C)C(F)(F)F)F)=O)C N-(3-((R)-N-((R)-2-((tert-butyldimethylsilyl)oxy)propanoyl)-S-methylsulfonimidoyl)phenyl)-2-fluoro-6-((6-fluoro-2-methylpyridin-3-yl)oxy)-3-(trifluoromethyl)benzamide